[2,3'-Bipyridin]-5-ylmethyl 5-acetyl-2,6-dimethyl-4-(thieno[2,3-b]pyridin-3-yl)-1,4-dihydropyridin-3-carboxylat C(C)(=O)C=1C(C(=C(NC1C)C)C(=O)OCC=1C=CC(=NC1)C=1C=NC=CC1)C1=CSC2=NC=CC=C21